(5-(4-(difluoromethoxy)phenyl)-4,5-dihydro-1H-pyrazol-1-yl)(1-(5-fluoropyrimidin-2-yl)piperidin-4-yl)methanone FC(OC1=CC=C(C=C1)C1CC=NN1C(=O)C1CCN(CC1)C1=NC=C(C=N1)F)F